2-(8-(2-fluoro-4-iodoanilino)-1-oxo-2,6-naphthyridin-2(1H)-yl)acetic acid methyl ester COC(CN1C(C2=C(C=NC=C2C=C1)NC1=C(C=C(C=C1)I)F)=O)=O